FC(C(=O)O)(F)F.C(C1=CC=CC=C1)N1C[C@H](CC1)N(C=1C(=C(C(=NC1)S(=O)(=O)NC1=NC(=CC=C1)F)F)C)C (S)-5-((1-Benzylpyrrolidin-3-yl)(methyl)amino)-3-fluoro-N-(6-fluoropyridin-2-yl)-4-methylpyridine-2-sulfonamide trifluoroacetate salt